NC1C(CCCCC1)NC1=NC=2N(C=C1)N=CC2C(=O)NC=2C(=NN(C2)C)C(N)=O 5-[(2-Aminocycloheptyl)amino]-N-(3-carbamoyl-1-methyl-1H-pyrazol-4-yl)pyrazolo[1,5-a]pyrimidin-3-carboxamid